Pentylene Adipate C1(CCCCC(=O)OCCCCCO1)=O